NC=1C(=C(C=C2C=C(N=CC12)NC(=O)C1CC1)C=1C=NN(C1)C)C#N N-(8-amino-7-cyano-6-(1-methyl-1H-pyrazol-4-yl)isoquinolin-3-yl)cyclopropanecarboxamide